8-[(1S)-1-[4-chloro-2-(4,4,5,5-tetramethyl-1,3,2-dioxaborolan-2-yl)anilino]ethyl]-2-(5-fluoroisoindolin-2-yl)-3,6-dimethyl-chromen-4-one ClC1=CC(=C(N[C@@H](C)C=2C=C(C=C3C(C(=C(OC23)N2CC3=CC=C(C=C3C2)F)C)=O)C)C=C1)B1OC(C(O1)(C)C)(C)C